2-(difluoromethyl)-3-methoxy-2H-indazole-6-carboxylic acid FC(N1N=C2C=C(C=CC2=C1OC)C(=O)O)F